NCC1=CC=C(C=C1)C1=CC(=CC=C1)S(=O)(=O)N1CCC2(CC(CO2)NC[C@@H](COC=2C=C(C=CC2)S(=O)(=O)NC)O)CC1 3-((2S)-3-(8-(4'-(aminomethyl)biphenyl-3-ylsulfonyl)-1-oxa-8-azaspiro[4.5]decan-3-ylamino)-2-hydroxypropoxy)-N-methylbenzenesulfonamide